CNC(=O)C1=NOC(=C1)C=1SC=CC1 N-methyl-5-(thiophen-2-yl)isoxazole-3-carboxamide